C1(CC1)CC1=C(NC2=CC=C(C=C12)C1CCN(CC1)CCNC)C1=CC(=C(C=C1)OC)OC 2-(4-(3-(cyclopropylmethyl)-2-(3,4-dimethoxyphenyl)-1H-indol-5-yl)piperidin-1-yl)-N-methylethyl-amine